CC(C)C(=O)O[C@H]1[C@@]2([C@@H]3C[C@H]([C@@]4([C@@H]([C@@]3(CO1)[C@H]([C@H]([C@H]2OC(=O)C)OC(=O)C)O)C(=O)[C@@H]([C@@]5([C@]46[C@H](O6)C[C@H]5C7=COC=C7)C)O)C)O)C The molecule is a limonoid isolated from the ripe fruits of Melia azedarach. It has a role as a plant metabolite. It is a limonoid, an acetate ester, an epoxide, a member of furans, an organic heterohexacyclic compound, a triol and a secondary alpha-hydroxy ketone.